FC(C1=CC=C(C=C1)C1=CN=C(O1)NC1=NC=C(C#N)C=C1)(F)F 6-((5-(4-(trifluoromethyl)phenyl)oxazol-2-yl)amino)nicotinonitrile